C1(=CC=CC=C1)PC1=CC=CC=C1 diphenyl-phosphane